ClC1=C(C(=O)N2COC3=C(C2)C=CC=C3C3=CC(=C(C(=O)OC)C=C3)N3CCOCC3)C(=CC(=C1)F)Cl Methyl 4-[3-(2,6-dichloro-4-fluorobenzoyl)-2,4-dihydro-1,3-benzoxazin-8-yl]-2-morpholin-4-ylbenzoate